C(N)(OC(CC)O)=O 1-Hydroxypropyl carbamate